FC1=C2NC(C=3N(C2=CC=C1)N=C(C3)Cl)=O 6-fluoro-2-chloropyrazolo[1,5-a]quinoxalin-4(5H)-one